BrC=1SC(=CN1)C(=O)NC1=C(C(=CC=C1C)O[Si](C)(C)C(C)(C)C)Br 2-Bromo-N-(2-bromo-3-((tert-butyldimethylsilyl)oxy)-6-methylphenyl)thiazole-5-carboxamide